Tert-butyl 4-(2-fluoro-4-nitrophenyl)-5,6-dihydropyridine-1(2H)-carboxylate FC1=C(C=CC(=C1)[N+](=O)[O-])C1=CCN(CC1)C(=O)OC(C)(C)C